N=1NC(C=C2C1C=NC=N2)=O PYRIMIDO-PYRIDAZINONE